tetrazinedicarboxylic acid N1=NN=NC(=C1C(=O)O)C(=O)O